2-[1-[2,6-difluoro-4-[6-(isopropylamino)pyrazin-2-yl]phenyl]-4-piperidinyl]acetic acid FC1=C(C(=CC(=C1)C1=NC(=CN=C1)NC(C)C)F)N1CCC(CC1)CC(=O)O